C(C)SC1=CC=C(C=C1)B(O)O 4-(ethylthio)phenylboronic acid